ClC=1C(=NC=CC1C1NCCC2=C1N=C(N2C)C(=O)N)C2=C(C(=CC=C2)[N+](=O)[O-])C (3-chloro-2-(2-methyl-3-nitrophenyl)pyridin-4-yl)-1-methyl-4,5,6,7-tetrahydro-1H-imidazo[4,5-c]pyridine-2-carboxamide